CN(C12CC(C1)(C2)C=2SC1=C(N2)C=C(C=C1)[C@@H]1N(C[C@H](CC1)C)C(=O)OC(C)(C)C)C (2R,5S)-tert-butyl 2-(2-(3-(dimethylamino)bicyclo[1.1.1]pentan-1-yl)benzo[d]thiazol-5-yl)-5-methylpiperidine-1-carboxylate